C(C)C=1C(=C2N(N1)CCN2CC2=CC(=CC=C2)C(F)(F)F)C(=O)N[C@@H](C)C2=CC=C(C(=O)OC)C=C2 Methyl (S)-4-(1-(6-ethyl-1-(3-(trifluoromethyl)benzyl)-2,3-dihydro-1H-imidazo[1,2-b]pyrazole-7-carboxamido)ethyl)benzoate